2-cyclohexanone C1C(CCCC1)=O